FC=1C=C(C=C(C1C=O)F)C1(CC1)N(C(OC(C)(C)C)=O)C tert-butyl (1-(3,5-difluoro-4-formylphenyl)cyclopropyl)(methyl)carbamate